C[C@@]1(N(CCC2=CC=C(C=C12)C(=O)OC1(CCCCC1)CC[Si](OC)(OC)OC)C=1N(C(C(=C(N1)C=1OC2=C(N1)C=CC=C2)O)=O)C)C2=C(C=CC=C2)C#N (2-trimethoxysilylethyl)cyclohexane-1-ol methyl-(1S)-2-[4-(1,3-benzoxazol-2-yl)-5-hydroxy-1-methyl-6-oxopyrimidin-2-yl]-1-(2-cyanophenyl)-3,4-dihydro-1H-isoquinoline-7-carboxylate